C(C1=CC=CC=C1)/N=C/C(C)(C)C (E)-N-benzyl-2,2-dimethylpropane-1-imine